(S)-N-(5-(cyclopentyloxy)pyridin-2-yl)-2-((S)-4,4-difluoro-3-(6-oxo-1,6-dihydropyridin-3-yl)piperidin-1-yl)propanamide C1(CCCC1)OC=1C=CC(=NC1)NC([C@H](C)N1C[C@@H](C(CC1)(F)F)C1=CNC(C=C1)=O)=O